4'-diisopropylaminocyano-p-terphenyl C(C)(C)N(C1(CC=C(C=C1)C1=C(C=CC=C1)C#N)C1=CC=CC=C1)C(C)C